3-((11R,5S)-3-oxa-8-azabicyclo[3.2.1]octan-8-yl)-2-nitroaniline C12COC[C@H](CC1)N2C=2C(=C(N)C=CC2)[N+](=O)[O-]